2-methyl-N-(1-methylpiperidin-4-yl)-5-((2-(((tetrahydro-2H-pyran-2-yl)oxy)methyl)benzyl)oxy)-benzofuran-3-carboxamide CC=1OC2=C(C1C(=O)NC1CCN(CC1)C)C=C(C=C2)OCC2=C(C=CC=C2)COC2OCCCC2